BrC=1C=C(C=C(C1)N1CCCC1)S(=O)(=O)Cl 3-bromo-5-(pyrrolidin-1-yl)benzenesulfonyl chloride